3-Chloro-benzenesulfonyl chloride ClC=1C=C(C=CC1)S(=O)(=O)Cl